5-(benzyloxy)-2-bromobenzonitrile C(C1=CC=CC=C1)OC=1C=CC(=C(C#N)C1)Br